CC(C)C[C@H]1C(=O)N[C@@H](C(=O)N2CCC[C@H]2C(=O)N[C@H](C(=O)N[C@@H](C(=O)N[C@H](C(=O)N[C@H](C(=O)N[C@H](C(=O)N[C@H](C(=O)N[C@H](C(=O)N1)CCCN)C(C)C)CC3=CNC4=CC=CC=C43)CCC(=O)N)CC(=O)N)CC5=CNC6=CC=CC=C65)CC7=CNC8=CC=CC=C87)CC9=CC=CC=C9 The molecule is a homodetic cyclic decapeptide consisting of D-Phe, L-Pro, L-Trp, D-Trp, L-Asn, L-Gln, L-Trp, L-Val, L-Orn, and L-Leu residues coupled in sequence and cyclised head-to-tail. It has a role as an antibacterial agent and a metabolite. It is a homodetic cyclic peptide, a macrocycle and a peptide antibiotic.